NC1=C(C=C(C=C1)C1=CC=C(C=C1)F)NC(C1=CC=C(C=C1)S(=O)(=N)C=1C=NC=CC1O)=O N-[2-amino-5-(4-fluorophenyl)phenyl]-4-[(4-hydroxy-3-pyridyl)sulfonimidoyl]benzamide